bicyclo[2.2.2]octane-1,4-dicarboxylic acid [4-(1-carbamimidoyl-1,2,3,6-tetrahydro-pyridin-4-yl)-phenyl]-amide (4-guanidinomethyl-phenyl)-amide hydrochloride salt Cl.N(C(=N)N)CC1=CC=C(C=C1)NC(=O)C12CCC(CC1)(CC2)C(=O)NC2=CC=C(C=C2)C=2CCN(CC2)C(N)=N